C(CCC)N1C(C2=CN=CC=C2C(=C1)C1=CC(=C(OCC2CCN(CC2)C(=O)OC(C)(C)C)C(=C1)OC)OC)=O tert-butyl 4-((4-(2-butyl-1-oxo-1,2-dihydro-2,7-naphthyridin-4-yl)-2,6-dimethoxyphenoxy)methyl)piperidine-1-carboxylate